1,1'-(1-phenyl-2,3-dihydro-1H-cyclopenta[a]naphthalene-2,2-diyl)bis(ethan-1-one) C1(=CC=CC=C1)C1C(CC=2C1=C1C=CC=CC1=CC2)(C(C)=O)C(C)=O